(R)-4-(2-(3-Chloro-4-cyanophenyl)-3-methyl-2,8-diazaspiro[4.5]decan-8-yl)-2-fluorobenzoic acid ClC=1C=C(C=CC1C#N)N1CC2(C[C@H]1C)CCN(CC2)C2=CC(=C(C(=O)O)C=C2)F